C(C)(C)(C)OC(=O)N1[C@H](CN([C@@H](C1)C)C(C1=CC=C(C=C1)F)C1=C(C=CC=C1)Br)C (2S,5R)-4-((2-bromophenyl)(4-fluorophenyl)methyl)-2,5-dimethylpiperazine-1-carboxylic acid tert-butyl ester